CC1=CC=C(C=C1)C#CCC(=O)O 4-(4-Methylphenyl)-3-butynoic acid